CC(COC12C3CC(C3CCC(CCC1)(C2)C)(C)C)(C)O 2-Methyl-1-((4,4,8-trimethyltricyclo[6.3.1.02,5]dodecan-1-yl)oxy)propan-2-ol